O1CCC(CC1)CN1CC2(C1)CN(C2)S(=O)(=O)C=2C=NC(=CC2)C(F)(F)F 2-((tetrahydro-2H-pyran-4-yl)methyl)-6-((6-(trifluoromethyl)pyridin-3-yl)sulfonyl)-2,6-diazaspiro[3.3]heptane